N1=CC=C(C=C1)CSCCOCCOCCSCC1=CC=NC=C1 4-[2-[2-[2-(4-pyridylmethylsulfanyl)ethoxy]ethoxy]ethylsulfanylmethyl]pyridine